3-bromo-1-(3-chloropyridin-2-yl)-4,5-dihydro-1H-pyrazole-5-carboxylate BrC1=NN(C(C1)C(=O)[O-])C1=NC=CC=C1Cl